(1S,6R)-3,6-dimethylcyclohex-3-ene-1-carbaldehyde CC=1C[C@@H]([C@@H](CC1)C)C=O